OC(=O)C(F)(F)F.C1(=CC=CC=C1)S(=O)(=O)O benzenesulfonic acid TFA salt